ClC=1C=C(C=C(C1)OC)C=1C(=NN(C1C(=O)O)C=1SC(=C(N1)C1=CC(=C(C=C1)Cl)Cl)SC(C)C)C 4-(3-chloro-5-methoxyphenyl)-1-(4-(3,4-dichlorophenyl)-5-(isopropylsulfanyl)thiazol-2-yl)-3-methyl-1H-pyrazole-5-carboxylic acid